iron methanearsonate C[As]([O-])(=O)[O-].[Fe+2]